CC=1NC(=CC1C)C 2,3,5-trimethylpyrrole